p-methylazidophenylalanine CC1(CC=C(C[C@H](N)C(=O)O)C=C1)N=[N+]=[N-]